[P].P1=CC=CC=2C3=CC=CC=C3C=CC12 phosphaphenanthrene phosphorus